(3R)-3-[(pyridin-2-yl)-amino]butanoic acid N1=C(C=CC=C1)N[C@@H](CC(=O)O)C